8-(5-bromo-2-(pyridin-4-yl)pyrido[3,4-d]pyrimidin-4-yl)-2,8-diazaspiro[4.5]decane-2-carboxylic acid tert-butyl ester C(C)(C)(C)OC(=O)N1CC2(CC1)CCN(CC2)C=2C1=C(N=C(N2)C2=CC=NC=C2)C=NC=C1Br